3-amino-4-(3-hydroxyphenyl)-1H-quinolin-2-one NC=1C(NC2=CC=CC=C2C1C1=CC(=CC=C1)O)=O